OC(CNC(C1=CC=CC=C1)=O)CNC([C@H](CCNC(=N)N)N)=O |r| N-[2-hydroxy-3-[[rac-(2S)-2-amino-4-guanidino-butanoyl]amino]propyl]benzamide